C1(=CC=C(C=C1)C(=O)O)C(=O)O 1,4-Benzenedicarboxylic acid